C(C1=CC=CC=C1)C=1N([C@H]2[C@H](S)[C@H](O)[C@@H](CO)O2)C=2N=CN=C(C2N1)N 8-Benzylthioadenosine